3-(3-(Chloromethyl)-1,2,4-oxadiazol-5-yl)-2,5,6-trifluorophenol ClCC1=NOC(=N1)C=1C(=C(C(=C(C1)F)F)O)F